Z-benzo[c]indol-2-one C1C23C(=CN=C2C=CC1=O)C=CC=C3